FC(S(=O)(=O)[O-])(F)F.C(C)(C)(C)C1=CC=C(C=C1)[I+]C1=CC=C(C=C1)C(C)(C)C Bis(4-(tert-butyl)phenyl)iodonium trifluoromethanesulfonate